4-amino-benzonitrile NC1=CC=C(C#N)C=C1